2-(5-bromo-2-methoxypyridin-3-yl)propan-2-ol BrC=1C=C(C(=NC1)OC)C(C)(C)O